C(C1=CC=CC=C1)OC(=O)C1(CC(C1)CSC)C(C1=CC(=C(C=C1)F)OC)=O 1-(4-Fluoro-3-methoxybenzoyl)-3-((methylthio)methyl)cyclobutane-1-carboxylic acid benzyl ester